(2Z,4E,6E,8E)-9-(3-(1H-imidazol-4-yl)-2,6,6-trimethylcyclohex-1-en-1-yl)-3,7-dimethyl-N-phenylnona-2,4,6,8-tetraenamide N1C=NC(=C1)C1C(=C(C(CC1)(C)C)/C=C/C(=C/C=C/C(=C\C(=O)NC1=CC=CC=C1)/C)/C)C